Difluorobromoacetic acid FC(C(=O)O)(Br)F